CC=1C=C(C=CC1CN1C(CN(CC1)CC(C)(C)C)=O)C1=NC=NN2C1=CC(=C2)C2=CC=C(C=O)C=C2 4-(4-(3-methyl-4-((4-neopentyl-2-oxopiperazin-1-yl)methyl)phenyl)pyrrolo[2,1-f][1,2,4]triazin-6-yl)benzaldehyde